tert-butyl (2R,4R)-1-(3-chloro-2-fluorobenzyl)-4-((6-chloro-4-(1,1-difluoroethyl)-3-fluoropyridin-2-yl) methyl)-2-methylpiperidine-4-carboxylate ClC=1C(=C(CN2[C@@H](C[C@@](CC2)(C(=O)OC(C)(C)C)CC2=NC(=CC(=C2F)C(C)(F)F)Cl)C)C=CC1)F